(6-fluoro-4-(4-fluorophenyl)-3,4-dihydroquinoxalin-1(2H)-yl)(3-methoxypyrrolidin-1-yl)methanone FC=1C=C2N(CCN(C2=CC1)C(=O)N1CC(CC1)OC)C1=CC=C(C=C1)F